FC1=CC(=C(N)C=C1C(F)(F)F)OC(C)C 4-fluoro-2-isopropoxy-5-(trifluoromethyl)aniline